CN1N=CC(=C1)C=1N=C(C=2N(C1)N=CC2)O[C@@H]2CNCCOC2 (6R)-6-[6-(1-methylpyrazol-4-yl)pyrazolo[1,5-a]pyrazin-4-yl]oxy-1,4-oxazepane